N-(7-cyano-1-(1-methylcyclobutyl)-1H-benzo[d]imidazol-2-yl)-3-hydroxy-3-phenylbutanamide C(#N)C1=CC=CC2=C1N(C(=N2)NC(CC(C)(C2=CC=CC=C2)O)=O)C2(CCC2)C